tert-Butyl (4-{4-[5-({[(7-cyclopentylpyrazolo[1,5-a]pyrimidin-6-yl)amino]carbonyl}amino)-3-methylpyridin-2-yl]-1H-1,2,3-triazol-1-yl}butoxy)acetate C1(CCCC1)C1=C(C=NC=2N1N=CC2)NC(=O)NC=2C=C(C(=NC2)C=2N=NN(C2)CCCCOCC(=O)OC(C)(C)C)C